COC(CCNC(C(C)SC1=C(C=C(C(=C1)N1C(N(C(=CC1=O)C(F)(F)F)C)=O)F)Cl)=O)=O N-[2-[[2-chloro-5-[3,6-dihydro-3-methyl-2,6-dioxo-4-(trifluoromethyl)-1(2H)-pyrimidinyl]-4-fluorophenyl]thio]-1-oxopropyl]-β-alanine methyl ester